ClC1=C(C=CC=C1C1=C(C(=NC=C1)NC1=C(C(=CC=C1)CNCC1NC(CC1)=O)F)Cl)C1=CC=C(C(=N1)OC)CNCC1CCC(N1)=O 5-((((6-(2-chloro-3-(3-chloro-2-((2-fluoro-3-((((5-oxopyrrolidin-2-yl)methyl)amino)methyl)phenyl)amino)pyridin-4-yl)phenyl)-2-methoxypyridin-3-yl)methyl)amino)methyl)pyrrolidin-2-one